5-ethyl-1H-indazole-7-sulfonyl chloride C(C)C=1C=C2C=NNC2=C(C1)S(=O)(=O)Cl